3-methoxy-4-(phenylamino)cyclobut-3-ene-1,2-dione COC=1C(C(C1NC1=CC=CC=C1)=O)=O